(2R,6S,7aS)-7a-(((tert-butyldiphenylsilyl)oxy)methyl)-2-fluoro-6-methylhexahydro-1H-pyrrolizine [Si](C1=CC=CC=C1)(C1=CC=CC=C1)(C(C)(C)C)OC[C@]12C[C@@H](CN2C[C@@H](C1)F)C